5H-indeno[1,2-b]pyridin-5-one N1=C2C(=CC=C1)C(C1=CC=CC=C12)=O